FC1=CC=C(CC=2C=NN(C2)C(=O)N[C@@H]2C(N(C3=C(OC2)C=CC(=C3)C#CC(C)(C)O)C)=O)C=C1 (S)-4-(4-fluorobenzyl)-N-(7-(3-hydroxy-3-methylbut-1-yn-1-yl)-5-methyl-4-oxo-2,3,4,5-tetrahydrobenzo[b][1,4]oxazepin-3-yl)-1H-pyrazole-1-carboxamide